C(C)NC(\C=C/C(=O)O)=O N-ETHYLMALEAMIC ACID